P(=O)(=O)[Se]P(=O)=O.[Ni].[Fe] Iron-Nickel Phosphoselenide